2-iodo-5-(trifluoromethyl)benzoic acid methyl ester COC(C1=C(C=CC(=C1)C(F)(F)F)I)=O